CC1=CC(=NN1)NC=1C2=C(N=C(N1)NC1CC3CCC(C1)N3CCC#N)N=CC=C2 3-((3-exo)-3-((4-((5-methyl-1H-pyrazol-3-yl)amino)pyrido[2,3-d]pyrimidin-2-yl)amino)-8-azabicyclo[3.2.1]octan-8-yl)propionitrile